NC=1C=C(C2=C(C(=CC=C2C1)F)C#C)C=1C(=C2C(=C(N=C(C2=CN1)N1C[C@H]2C[C@H]([C@@H](C1)N2)O)C)C)F (1R,5R,6R)-3-[6-(3-amino-8-ethynyl-7-fluoro-1-naphthyl)-5-fluoro-3,4-dimethyl-2,7-naphthyridin-1-yl]-3,8-diazabicyclo[3.2.1]octan-6-ol